N1C=C(C2=CC=CC=C12)C[C@@H](C(=O)N[C@H](C(=O)OC(C)C)CCC(C=[N+]=[N-])=O)S(=O)(=O)C isopropyl (S)-2-((S)-3-(1H-indol-3-yl)-2-(methylsulfonyl)propanamido)-6-diazo-5-oxohexanoate